2-isopentylaniline C(CC(C)C)C1=C(N)C=CC=C1